3-((4-(cyclohexyloxy)-4-oxobut-2-enoyl)oxy)propanoic acid C1(CCCCC1)OC(C=CC(=O)OCCC(=O)O)=O